2,6-diethyl-3,3,4-trimethyltetrahydro-2H-pyran-4-ol C(C)C1OC(CC(C1(C)C)(O)C)CC